FC=1C=C(C=NC1C(F)(F)F)CNCC[C@]1(CCOC2(CCCC2)C1)C1=NC=CC=C1 {[5-fluoro-6-(trifluoromethyl)pyridin-3-yl]methyl}({2-[(9R)-9-(pyridin-2-yl)-6-oxaspiro[4.5]decan-9-yl]ethyl})amine